ClC1=C2C=NN(C2=CC=C1C[C@@H](CN)N(C)C)S(=O)(=O)C1=CC=C(C)C=C1 (S)-3-(4-chloro-1-tosyl-1H-indazol-5-yl)-N2,N2-dimethylpropane-1,2-diamine